N-[2-(2-hydroxyethoxy)ethyl]acrylamide OCCOCCNC(C=C)=O